5-(5-(4,4-difluoro-piperidine-1-carbonyl)pyridin-2-yl)-7-(trifluoro-methyl)benzofuran FC1(CCN(CC1)C(=O)C=1C=CC(=NC1)C=1C=C(C2=C(C=CO2)C1)C(F)(F)F)F